ethyl (E)-3-[2-fluoro-3-(3,4,5,6,7,8-hexahydroimidazo[4,5-c]azepin-4-yl)phenyl]prop-2-enoate FC1=C(C=CC=C1C1NCCCC2=C1NC=N2)/C=C/C(=O)OCC